1,1'-(cyclohexane-1,4-diyl)bis(1H-pyrrole-2,5-dione) C1(CCC(CC1)N1C(C=CC1=O)=O)N1C(C=CC1=O)=O